Tert-butyl 5-[3-[2-(4-ethoxy-4-oxo-butanoyl)-4-fluoro-6-methoxy-benzothiophen-5-yl] oxypropoxy]-4-fluoro-6-methoxy-isoindoline-2-carboxylate C(C)OC(CCC(=O)C=1SC2=C(C1)C(=C(C(=C2)OC)OCCCOC=2C(=C1CN(CC1=CC2OC)C(=O)OC(C)(C)C)F)F)=O